C(C)(C)(C)OC(=O)N1CCC(CC1)N(C=1C=NC=CC1C)C1=CC=C(C=C1)OC(F)F Tert-butyl-4-((4-(difluoromethoxy)phenyl)(4-methylpyridin-3-yl)amino)piperidine-1-carboxylate